ClC1=CC=C(C(=O)NC2C(C2)C2CCC(CC2)C2=CC=NC3=CC=C(C=C23)F)C=C1 4-chloro-N-(2-(4-(6-fluoroquinolin-4-yl)cyclohexyl)cyclopropyl)benzamide